ClC=1C(=CC2=C(N(C=N2)CC)C1)C#CC1=NN(C(=C1C(=O)N)NC)[C@@H]1CN[C@H](C1)COC 3-[2-(6-chloro-1-ethyl-1,3-benzodiazol-5-yl)ethynyl]-1-[(3S,5R)-5-(methoxymethyl)pyrrolidin-3-yl]-5-(methylamino)pyrazole-4-carboxamide